N-(3,3-difluorocyclobutyl)-5-(2-((1-methylpiperidin-4-yl)amino)-7H-pyrrolo[2,3-d]pyrimidin-5-yl)pyrazolo[1,5-a]pyridine-3-carboxamide FC1(CC(C1)NC(=O)C=1C=NN2C1C=C(C=C2)C2=CNC=1N=C(N=CC12)NC1CCN(CC1)C)F